2-(difluoromethyl)-1,3-dioxolane FC(C1OCCO1)F